1,6-divinylbenzene C(=C)C1=CC=CC=C1C=C